ClC1=NC(N(C2=C1N=NC(=C2)N2CCOCC2)CC2=CC=C(C=C2)Cl)=O 8-chloro-5-[(4-chlorophenyl)methyl]-3-morpholino-pyrimido[5,4-c]pyridazin-6-one